(2S,3R)-2-((tert-butoxycarbonyl)amino)-3-methoxybutanoic acid C(C)(C)(C)OC(=O)N[C@H](C(=O)O)[C@@H](C)OC